5-(difluoromethoxymethyl)-N,N-bis[(2,4-dimethoxyphenyl)methyl]-4-methoxy-pyrimidin-2-amine FC(OCC=1C(=NC(=NC1)N(CC1=C(C=C(C=C1)OC)OC)CC1=C(C=C(C=C1)OC)OC)OC)F